COC1=CC(=CC2=C1OC(CO2)C=2C=NC(=CC2)OC)C(=O)OC methyl 8-methoxy-2-(6-methoxypyridin-3-yl)-2,3-dihydrobenzo[b][1,4]dioxin-6-carboxylate